2-(methylamino)propionamide tert-butyl-3-[[(1S)-1-[(5,5-dimethyl-2-oxo-pyrrolidin-3-yl)methyl]-2-methoxy-2-oxo-ethyl]carbamoyl]-2-azaspiro[4.5]decane-2-carboxylate C(C)(C)(C)OC(=O)N1CC2(CC1C(N[C@H](C(=O)OC)CC1C(NC(C1)(C)C)=O)=O)CCCCC2.CNC(C(=O)N)C